1-[3-fluoro-4-(4-{2-[2-fluoro-5-(trifluoromethoxy)phenyl]acetamido}-1H-1,2,3-triazol-1-yl)butyl]-N-{[6-(trifluoromethyl)pyridin-3-yl]methyl}-1H-1,2,3-triazole-4-carboxamide FC(CCN1N=NC(=C1)C(=O)NCC=1C=NC(=CC1)C(F)(F)F)CN1N=NC(=C1)NC(CC1=C(C=CC(=C1)OC(F)(F)F)F)=O